C(C)(C)(C)[Si](O[C@@H]([C@H](CC(=O)O)OC1CCCC1)C1=CC(=C(C(=C1)OCC)C#N)OCC)(C)C (3S,4R)-4-[tert-butyl-(dimethyl)silyl]oxy-4-(4-cyano-3,5-diethoxy-phenyl)-3-(cyclopentoxy)butanoic acid